(E)-1-(2,4-Dihydroxyphenyl)-3-[4-methoxy-3-[(4-methyl-2-nitrophenoxy)methyl]phenyl]prop-2-en-1-one OC1=C(C=CC(=C1)O)C(\C=C\C1=CC(=C(C=C1)OC)COC1=C(C=C(C=C1)C)[N+](=O)[O-])=O